(R)-2-methyl-N-((R)-1-(4,4,5,5-tetramethyl-1,3,2-dioxaborolan-2-yl)-2-(p-tolyl)ethyl)propane-2-sulfinamide CC(C)(C)[S@@](=O)N[C@@H](CC1=CC=C(C=C1)C)B1OC(C(O1)(C)C)(C)C